2-phenyl-N-(p-tolyl)acrylamide C1(=CC=CC=C1)C(C(=O)NC1=CC=C(C=C1)C)=C